O1CCN(CC1)C1=CC2=C(N(C([C@@H](N=C2C2=CC=CC=C2)C(CC)CC)=O)CCC(=O)OCC)C=C1 (S)-ethyl 3-(7-morpholino-2-oxo-3-(pentan-3-yl)-5-phenyl-2,3-dihydro-1H-benzo[e][1,4]diazepin-1-yl)propanoate